6-[5-(difluoromethoxy)-2-pyridyl]-1-(2-Morpholinylethyl)-2-oxo-1,8-naphthyridine-3-carboxylic acid FC(OC=1C=CC(=NC1)C=1C=C2C=C(C(N(C2=NC1)CCN1CCOCC1)=O)C(=O)O)F